C#CCC\C=C/CC (5Z)-5-octen-1-yne